[N+](=O)([O-])C=1C(=NC=CC1)C(C(=O)OCC)C(=O)OCC diethyl (3-nitropyridin-2-yl)-malonate